1,3,5-Tris(dimethylaminopropyl)-hexahydro-s-triazine CN(C)CCCN1CN(CN(C1)CCCN(C)C)CCCN(C)C